C(CCCCCCCCCCCCC)OCCCC(CCN)N tetradecyloxypropyl-1,3-diaminopropane